3'-(aminomethyl)-5-(5-azaspiro[2.5]octane-5-yl)-[1,1'-biphenyl] NCC=1C=C(C=CC1)C1=CC=CC(=C1)N1CC2(CC2)CCC1